8-acryloyl-2-(4-phenoxyphenyl)-6,7,8,9-tetrahydro-1H-imidazo[1',2':1,5]Pyrazolo[4,3-c]Pyridine-3-carboxamide C(C=C)(=O)N1CC=2C(CC1)=NN1C2NC(=C1C(=O)N)C1=CC=C(C=C1)OC1=CC=CC=C1